6-chloro-1-[(3R)-tetrahydrofuran-3-yl]pyrazolo[3,4-d]pyrimidine ClC1=NC=C2C(=N1)N(N=C2)[C@H]2COCC2